(4-chlorophenyl)ethylamine ClC1=CC=C(C=C1)CCN